2-(chloromethyl)-4-methylpyridine HBr Br.ClCC1=NC=CC(=C1)C